7-Nitro-8-phenoxy-3,4-dihydro-2H-1-benzopyran-4-ol [N+](=O)([O-])C1=C(C2=C(C(CCO2)O)C=C1)OC1=CC=CC=C1